cyclopropyl-7-(2,2-difluoroethoxy)imidazo[1,2-a]pyridine C1(CC1)C=1N=C2N(C=CC(=C2)OCC(F)F)C1